N1=NC=NC=C1 1,2,4-Tri-azine